FC=1C=C(C=CC1F)N1[C@@H](CCCC1=O)C1=NC2=C(N1[C@@H]1CC[C@H](CC1)OC)C=CC(=C2)C=2C(N(C=CC2)C)=O (2-((S)-1-(3,4-difluorophenyl)-6-oxopiperidin-2-yl)-1-((trans)-4-methoxycyclohexyl)-1H-benzo[d]imidazol-5-yl)-1-methylpyridin-2(1H)-one